C(C)OC(=O)C=1C(NC(NC1C)=S)C1=CC(=C(C=C1)OC(\C=C\C1=CC=NC=C1)=O)Cl (E)-ethyl-4-(3-chloro-4-(3-(pyridin-4-yl)acryloyloxy)phenyl)-6-methyl-2-thioxo-1,2,3,4-tetrahydropyrimidine-5-carboxylate